pentanediamide trifluoroacetate FC(C(=O)O)(F)F.C(CCCC(=O)N)(=O)N